FC(C(=O)O)(F)F.FC(C(=O)O)(F)F.CC(CN1CC2(C1)CC(C2)N[C@H]2[C@@H](C2)/C(=C/C2=CC=CC=C2)/CC)(C)NS(=O)(=O)C N-(2-methyl-1-(6-(((1R,2S)-2-((E)-1-phenylbut-1-en-2-yl)cyclopropyl)amino)-2-azaspiro[3.3]heptan-2-yl)propan-2-yl)methanesulfonamide bis(2,2,2-trifluoroacetate)